N-[3-chloro-4-[4-(piperidine-4-carbonyl)piperazine-1-carbonyl]phenyl]-5-[1-(5-methoxy-2-pyridyl)-3-(trifluoromethyl)pyrazol-4-yl]-1-methylimidazole-2-carboxamide ClC=1C=C(C=CC1C(=O)N1CCN(CC1)C(=O)C1CCNCC1)NC(=O)C=1N(C(=CN1)C=1C(=NN(C1)C1=NC=C(C=C1)OC)C(F)(F)F)C